4-(cyclopropylmethylamino)-6-[1-[1-(3-fluoro-1-prop-2-enoyl-azetidine-3-carbonyl)-4-piperidyl]-3,5-dimethyl-pyrazol-4-yl]pyrazolo[1,5-a]pyridine-3-carbonitrile C1(CC1)CNC=1C=2N(C=C(C1)C=1C(=NN(C1C)C1CCN(CC1)C(=O)C1(CN(C1)C(C=C)=O)F)C)N=CC2C#N